ClC1=NC=CC2=CC3=C(C=C12)C=CC(=C3)F 1-chloro-7-fluorobenzo[g]isoquinoline